1-tetradecanoyl-2-tridecanoyl-glycero-3-phosphocholine C(CCCCCCCCCCCCC)(=O)OCC(OC(CCCCCCCCCCCC)=O)COP(=O)([O-])OCC[N+](C)(C)C